O=C(OCCNCCCNCC)OCCCCCCCCCC(=O)[O-] 11-oxo-10,12-dioxa-3,7-diazadocosan-22-oate